O[C@H]1[C@@H]([C@@H]2[C@@H](S[C@@H](CC2)CCCC(=O)O)C1)\C=C\[C@H](COC1=CC=CC=C1)O 4-{(2R,4aR,5R,6R,7aS)-6-hydroxy-5-[(1E,3R)-3-hydroxy-4-phenoxy-1-buten-1-yl]octahydrocyclopenta[b]thiopyran-2-yl}butanoic acid